(2S)-2-[4-(3,4-dimethylphenyl)-2-methylquinolin-3-yl]-2-[(2-methylpropan-2-yl)oxy]acetic acid CC=1C=C(C=CC1C)C1=C(C(=NC2=CC=CC=C12)C)[C@@H](C(=O)O)OC(C)(C)C